The molecule is a sulfonium compound that is the S-adenosyl derivative of L-methionine. It is an intermediate in the metabolic pathway of methionine. It has a role as a coenzyme, a nutraceutical, a micronutrient, a human metabolite, a Saccharomyces cerevisiae metabolite, a Mycoplasma genitalium metabolite and a cofactor. It is a conjugate acid of a S-adenosyl-L-methioninate. It is a tautomer of a S-adenosyl-L-methionine zwitterion. C[S+](CC[C@@H](C(=O)O)N)C[C@@H]1[C@H]([C@H]([C@@H](O1)N2C=NC3=C(N=CN=C32)N)O)O